C(C)(C)(C)OC(=O)NC1=CC(=C(C=C1F)C(C(=O)O)C)[N+](=O)[O-] 2-(4-((tert-butoxycarbonyl)amino)-5-fluoro-2-nitrophenyl)propionic acid